C1(CC1)S(=O)(=O)NC(=O)[C@@]12NC([C@@H]3C[C@H](CN3C([C@H](CCCCC\C=C/[C@@H]2C1)NC(=O)C1=NC=C(N=C1)C)=O)OC=1N=C2C=CC=CC2=C2C=CC=CC12)=O (1S,4R,6S,7Z,14S,18R)-N-cyclopropylsulfonyl-14-[(5-methylpyrazine-2-carbonyl)amino]-2,15-dioxo-18-phenanthridin-6-yloxy-3,16-diazatricyclo[14.3.0.04,6]nonadec-7-ene-4-carboxamide